FC(S(=O)(=O)OC1=NSC(=C1C1CC1)C(NC1=CC(=NC=C1)C(F)(F)F)=O)(F)F 4-cyclopropyl-5-{[2-(trifluoromethyl)pyridine-4-yl]carbamoyl}-1,2-thiazol-3-yl trifluoromethanesulfonate